COC1=CC=C(CNCC2=C(NC3=CC=CC=C23)C(=O)OC)C=C1 methyl 3-(((4-methoxybenzyl) amino) methyl)-1H-indole-2-carboxylate